CS(=O)(=O)NC=1C=C(C(=O)[O-])C=CC1 3-(methylsulfonamido)benzoate